4-((4-(imidazo[1,2-a]pyridin-7-yloxy)-3-methylphenyl)amino)-8,9-dihydro-5H-pyrimido[5',4':4,5]thieno[2,3-d]azepin-7(6H)-carboxylic acid tert-butyl ester C(C)(C)(C)OC(=O)N1CCC2=C(CC1)C1=C(S2)N=CN=C1NC1=CC(=C(C=C1)OC1=CC=2N(C=C1)C=CN2)C